C(=O)(O)[C@H](CC(=O)C1=CC2=C(S1)C=C(C(=C2)CCCOC2=C(C1=C(SC(=C1)C(=O)[C@H]1[C@@H](C1)C(=O)O)C=C2OC)F)OC)C trans-2-(5-(3-(2-((S)-3-carboxybutanoyl)-6-methoxybenzo[b]thiophen-5-yl)propoxy)-4-fluoro-6-methoxybenzo[b]thiophene-2-carbonyl)-cyclopropanecarboxylic acid